C(O)(O)=O.NC(=N)N Guanidin Carbonat